(R)-3-(3-fluoro-4-(6-(2-methyl-2H-tetrazol-5-yl)pyridin-3-yl)phenyl)-5-(1-hydroxy-2,2,2-trifluoroethyl)oxazolidin-2-one FC=1C=C(C=CC1C=1C=NC(=CC1)C=1N=NN(N1)C)N1C(O[C@H](C1)C(C(F)(F)F)O)=O